2-(5-(2-methylbut-3-yn-2-yl)-1,3,4-oxadiazol-2-yl)-N-(4-(trifluoromethyl)phenyl)aniline CC(C)(C#C)C1=NN=C(O1)C1=C(NC2=CC=C(C=C2)C(F)(F)F)C=CC=C1